1-(2-(diethylamino)ethyl)benzene-1,4-diamine C(C)N(CCC1(CC=C(C=C1)N)N)CC